C(C1=CC=CC=C1)N1[C@@H](C[C@H](C1)C#N)CNC(=O)C=1NC2=CC(=CC=C2C1)C1=CC=C(C=C1)F N-(((2S,4R)-1-benzyl-4-cyanopyrrolidin-2-yl)methyl)-6-(4-fluorophenyl)-1H-indole-2-carboxamide